C(C1=CC=CC=C1)OCC(COCCCCCC(=O)O)OCCCCCC(=O)O 6-[3-Benzyloxy-2-(5-carboxypentoxy)propoxy]hexanoic acid